C(CCC)OC(C)=O ButylAcetate